3-(((10-(4,5-dimethoxy-2-methyl-3,6-dioxocyclohex-1,4-dien-1-yl) decyl) oxy) carbonyl)-9,10-dioxo-9,10-dihydroanthracene-1,8-diyl dipropionate C(CC)(=O)OC1=CC(=CC=2C(C3=CC=CC(=C3C(C12)=O)OC(CC)=O)=O)C(=O)OCCCCCCCCCCC1=C(C(C(=C(C1=O)OC)OC)=O)C